glycerol magnesium chloride [Cl-].[Mg+2].OCC(O)CO.[Cl-]